5-(8-((1-phenylethyl)amino)-9H-carbazol-3-yl)isoindolin-1-one C1(=CC=CC=C1)C(C)NC=1C=CC=C2C=3C=C(C=CC3NC12)C=1C=C2CNC(C2=CC1)=O